FC(C=1C=C(CC=2C=CC(=NC2)NC(=O)C2=NN(C(CC2)=O)C)C=CC1)F N-(5-(3-(difluoromethyl)benzyl)pyridin-2-yl)-1-methyl-6-oxo-1,4,5,6-tetrahydropyridazine-3-carboxamide